ClC1=CC(=CC(=N1)N1CCN(CC1)S(=O)(=O)C1=CC=C(C=C1)N1C[C@@H](CC1=O)NC(OC(C)(C)C)=O)C(C1CCC(CC1)NO)(F)F Tert-butyl N-[(3R)-1-[4-[4-[6-chloro-4-[difluoro-[4-(hydroxyamino)cyclohexyl]methyl]-2-pyridyl]piperazin-1-yl]sulfonylphenyl]-5-oxo-pyrrolidin-3-yl]carbamate